N8-(3-chloro-5-fluorophenyl)-N2-isopropyl-9-(pyrrolidin-3-yl)-9H-purine-2,8-diamine ClC=1C=C(C=C(C1)F)NC=1N(C2=NC(=NC=C2N1)NC(C)C)C1CNCC1